4-(((4S)-2-oxo-4-propyltetra-hydrofuran-3-yl)sulfonyl)benzonitrile O=C1OC[C@@H](C1S(=O)(=O)C1=CC=C(C#N)C=C1)CCC